(2-aminopyrimidin-4-yl)-2,3-dihydrofuro[3,2-c]pyridin NC1=NC=CC(=N1)C1CC=2C=NC=CC2O1